N-(dodecanoyl)lysine C(CCCCCCCCCCC)(=O)N[C@@H](CCCCN)C(=O)O